1,1,1,3,3,3-Hexafluoropropan-2-yl (S)-1-(((tetrahydro-2H-pyran-4-yl)methyl)carbamoyl)-6-azaspiro[2.5]octan-6-carboxylat O1CCC(CC1)CNC(=O)[C@H]1CC12CCN(CC2)C(=O)OC(C(F)(F)F)C(F)(F)F